cysteinyl-propargylamide N[C@@H](CS)C(=O)C#CC(=O)N